CN1CN(C2=C1C(=O)NC(=N2)N(C)C)[C@H]3[C@@H]([C@@H]([C@H](O3)CO)O)O n2,N2,7-trimethylguanosine